C1(CC1)C=1C(=NC(=NC1)NC=1C(=NN(C1)C1CN(CC1)C)C)NCCCN1C(N(CCCC1)C)=O 1-(3-((5-cyclopropyl-2-((3-methyl-1-(1-methylpyrrolidin-3-yl)-1H-pyrazol-4-yl)amino)pyrimidin-4-yl)amino)propyl)-3-methyl-1,3-diazepan-2-on